C12(CC(C1)C2)NC(O[C@@H]2[C@@H](C[C@@H](C2)C2=NN(C(=C2)N)C(C)(C)C)F)=O (1S,2R,4R)-4-(5-amino-1-(tert-butyl)-1H-pyrazol-3-yl)-2-fluorocyclopentyl bicyclo[1.1.1]pentan-1-ylcarbamate